N-(3-chloro-5-(methylsulfonyl)phenyl)-5-methylbenzo[b]thiophene-2-carboxamide ClC=1C=C(C=C(C1)S(=O)(=O)C)NC(=O)C1=CC2=C(S1)C=CC(=C2)C